3-(4,5-Difluoro-2-(((1,1,1,3,3,3-hexafluoropropan-2-yl)oxy)carbonyl)benzoyl)-1-ethyl-1H-indazole 2-oxide FC1=CC(=C(C(=O)C2=[N+](N(C3=CC=CC=C23)CC)[O-])C=C1F)C(=O)OC(C(F)(F)F)C(F)(F)F